(3aR,5s,6aS)-N-(6-(2,5-difluorophenyl)-4-methylpyridazin-3-yl)-2-((tetrahydro-2H-pyran-4-yl)methyl-d2)octahydrocyclopenta[c]pyrrol-5-amine FC1=C(C=C(C=C1)F)C1=CC(=C(N=N1)NC1C[C@@H]2[C@@H](CN(C2)C([2H])([2H])C2CCOCC2)C1)C